C(C)OC1=C(N)C=C(C=C1)S(F)(F)(F)(F)F 2-ethoxy-5-(pentafluorosulfanyl)aniline